N-[(5-cyclopropyl-6-fluoropyridin-2-yl)(phenyl)methyl]-1-{2-[5-(difluoromethyl)-1H-1,2,3,4-tetrazol-1-yl]acetyl}-4-fluoro-3-hydroxypyrrolidine-2-carboxamide C1(CC1)C=1C=CC(=NC1F)C(NC(=O)C1N(CC(C1O)F)C(CN1N=NN=C1C(F)F)=O)C1=CC=CC=C1